CC(CN)CC(CCC)C 2,4-dimethyl-heptanamine